ClC1=NC=CC(=N1)C1=CC2=C(N(N=C2C=C1)C1OCCCC1)C(C)C 5-(2-chloropyrimidin-4-yl)-3-isopropyl-2-(tetrahydro-2H-pyran-2-yl)-2H-indazole